2-[2-fluoro-4-(4-methoxy-piperidine-1-carbonyl)phenyl]-4-[[5-(4-hydroxy-1-piperidyl)-2-pyridyl]amino]-6H-1,6-naphthyridin-5-one FC1=C(C=CC(=C1)C(=O)N1CCC(CC1)OC)C1=NC=2C=CNC(C2C(=C1)NC1=NC=C(C=C1)N1CCC(CC1)O)=O